But-3-en-1-ol C(CC=C)O